IC1=NN(C(=C1)C(F)(F)F)C 3-iodo-1-methyl-5-(trifluoromethyl)pyrazole